C1C2(N=C3N1C1=CC=CC=C1CN3)CC2 4',5'-dihydro-1'H-spiro[cyclopropane-1,2'-imidazo[1,2-a]quinazoline]